NC1=NC=CC(=C1Cl)SC1=CC=C2C(=N1)SC(=N2)N2CC1=C([C@H](CC2)N)C=CC=C1 (S)-2-(5-((2-amino-3-chloropyridin-4-yl)thio)thiazolo[5,4-b]pyridin-2-yl)-2,3,4,5-tetrahydro-1H-benzo[c]azepin-5-amine